OC1=C(C2=CC=CC=C2C=C1)C(=O)C1=C(C=CC2=CC=CC=C12)OC (2-hydroxynaphthalen-1-yl)(2-methoxynaphthalen-1-yl)methanone